6-chloro-8,9-di(naphthalen-1-yl)-9H-purine ClC1=C2N=C(N(C2=NC=N1)C1=CC=CC2=CC=CC=C12)C1=CC=CC2=CC=CC=C12